CC=1CN(C2=CC=CC=C2C1)C1CCNCC1 3-methyl-N-(piperidin-4-yl)quinoline